2,2,3,3,4,4-hexaFluorobutyrate FC(C(=O)[O-])(C(C(F)F)(F)F)F